dipotassium cetyl phosphate P(=O)(OCCCCCCCCCCCCCCCC)([O-])[O-].[K+].[K+]